N[C@H](C(=O)NCC1=CC=C(C=C1)C=1N=NC(=NN1)C)CCCCN=[N+]=[N-] (2S)-2-amino-6-azido-N-{[4-(6-methyl-1,2,4,5-tetrazin-3-yl)phenyl]methyl}hexanamide